8-(3,4-dimethoxyphenyl)-N-[(6-methoxy-3-pyridyl)methyl]-2,7-dimethyl-pyrazolo[1,5-a][1,3,5]triazin-4-amine COC=1C=C(C=CC1OC)C=1C(=NN2C1N=C(N=C2NCC=2C=NC(=CC2)OC)C)C